7-chloro-8-ethynylnaphthalene ClC1=CC=C2C=CC=CC2=C1C#C